(1S,3r)-1-methyl-3-((S)-4-methyl-3-((R)-1,1,1-trifluoro-2-hydroxypropan-2-yl)-4,5-dihydro-7H-isoxazolo[5,4-e]indazol-7-yl)cyclobutane-1-carbonitrile CC1(CC(C1)N1N=C2C[C@@H](C3=C(C2=C1)ON=C3[C@@](C(F)(F)F)(C)O)C)C#N